BrC1=C(C=CC=C1)N1C(=NC2=C1C=CC=C2)C(C)C 1-(2-bromophenyl)-2-Isopropyl-1H-benzo[d]imidazole